ClC=1C=C(C(=O)NC2=C(C3=C(CN(CC3)C)S2)C(=O)NCCC2=C(C=CC=C2)OC)C=CC1O 2-(3-chloro-4-hydroxybenzamido)-N-(2-methoxyphenethyl)-6-methyl-4,5,6,7-tetrahydrothieno[2,3-c]pyridine-3-carboxamide